C(C1=CC=CC=C1)(=O)ON=C(C=O)C propane-1,2-dione-2-(O-benzoyl oxime)